(S)-1-(3-(4-amino-5-((2-(dimethylamino)benzo[d]oxazol-5-yl)ethynyl)-7H-pyrrolo[2,3-d]pyrimidin-7-yl)pyrrolidin-1-yl)prop-2-en-1-one NC=1C2=C(N=CN1)N(C=C2C#CC=2C=CC1=C(N=C(O1)N(C)C)C2)[C@@H]2CN(CC2)C(C=C)=O